4-((E)-((E)-4-((E)-3-(3-bromophenyl)acryloyloxy)-3-chloro-5-methoxybenzylidene)amino)benzoic acid BrC=1C=C(C=CC1)/C=C/C(=O)OC1=C(C=C(\C=N\C2=CC=C(C(=O)O)C=C2)C=C1OC)Cl